6-((2S,3S)-3-aminotetrahydro-2H-pyran-2-yl)-7-bromo-2-chloro-5-(difluoromethyl)-N-(furan-2-ylmethyl)-5H-pyrrolo[3,2-d]pyrimidin-4-amine N[C@@H]1[C@H](OCCC1)C1=C(C=2N=C(N=C(C2N1C(F)F)NCC=1OC=CC1)Cl)Br